1,4-diaminotoluene NC1(C)CC=C(C=C1)N